tert-Butyl 3-[(2,6-dichloro-4-pyridyl)-difluoro-methyl]piperidine-1-carboxylate ClC1=NC(=CC(=C1)C(C1CN(CCC1)C(=O)OC(C)(C)C)(F)F)Cl